FC=1C=C(C=CC1F)C=1C=C2C(=NC1)C=NN2CC(=O)OCC ethyl 2-(6-(3,4-difluorophenyl)-1H-pyrazolo[4,3-b]pyridin-1-yl)acetate